2-(4-fluorobenzoyl)phenyl-diazonium tetrafluoroborate F[B-](F)(F)F.FC1=CC=C(C(=O)C2=C(C=CC=C2)[N+]#N)C=C1